(9C1)-guanidine N[9C](=N)N